1-(tert-Butyl)-3-(3-(pyridin-4-yl)phenyl)-5-methyl-pyrazol-4-ol C(C)(C)(C)N1N=C(C(=C1C)O)C1=CC(=CC=C1)C1=CC=NC=C1